FC=1C=C(C=CC1C(NC)=O)C1=C(C=2C(=NC=C3C2N(C(N3C)=O)[C@H]3C[C@@H](CC3)NC(OC)=O)N1)C=1C=C3C=NN(C3=CC1)C(C)C Methyl ((1R,3R)-3-(7-(3-fluoro-4-(methylcarbamoyl)phenyl)-8-(1-isopropyl-1H-indazol-5-yl)-3-methyl-2-oxo-3,6-dihydroimidazo[4,5-d]pyrrolo[2,3-b]pyridin-1(2H)-yl)cyclopentyl)carbamate